6-((2,2,6,6-tetramethylpiperidin-4-yl)methyl)pyridazin CC1(NC(CC(C1)CC1=CC=CN=N1)(C)C)C